5-bromo-2-(4-chlorophenyl)-2,3-dihydrobenzo[b][1,4]dioxine BrC1=CC=CC=2OC(COC21)C2=CC=C(C=C2)Cl